2-(3-((4-((2-Methyl-4-phenylthiazol-5-yl)oxy)pyridin-2-yl)amino)phenyl)propan-2-ol CC=1SC(=C(N1)C1=CC=CC=C1)OC1=CC(=NC=C1)NC=1C=C(C=CC1)C(C)(C)O